5-[2-[4-(aminomethyl)piperidin-1-yl]ethoxy]-2-(2,6-dioxopiperidin-3-yl)isoindole-1,3-dione NCC1CCN(CC1)CCOC=1C=C2C(N(C(C2=CC1)=O)C1C(NC(CC1)=O)=O)=O